2-methylquinoline-1(2H)-carboxylic acid methyl ester COC(=O)N1C(C=CC2=CC=CC=C12)C